FC1=C(N=CC2=C1N=C(N=C2N2CCOCCC2)OC[C@]21CCCN1C[C@@H](C2)F)C2=CC(=CC1=CC=CC=C21)O 4-(8-fluoro-2-(((2R,7aS)-2-fluorotetrahydro-1H-pyrrolizin-7a(5H)-yl)methoxy)-4-(1,4-oxazepan-4-yl)pyrido[4,3-d]pyrimidin-7-yl)naphthalen-2-ol